N=1N(N=NC1)O 2H-tetrazol-2-ol